C(CCCCCCC\C=C/CCCCCCCC)(=O)[O-].[Dy+3].C(CCCCCCC\C=C/CCCCCCCC)(=O)[O-].C(CCCCCCC\C=C/CCCCCCCC)(=O)[O-] dysprosium cis-oleate